ClC1=C2C(=CN=CC2=CC=C1)C1=C(C=C2C(=NC(=NC2=C1)OC[C@H]1N(CCC1)C)N1[C@@H]2CCN([C@@H]2C1)C(C(=C)F)=O)F 1-((1R,5R)-6-(7-(5-chloroisoquinolin-4-yl)-6-fluoro-2-(((S)-1-methylpyrrolidin-2-yl)methoxy)quinazolin-4-yl)-2,6-diazabicyclo[3.2.0]hept-2-yl)-2-fluoroprop-2-en-1-one